9,10-bis(isopropoxycarbonylpentylidene)anthracene C(C)(C)OC(=O)CCCCC=C1C2=CC=CC=C2C(C=2C=CC=CC12)=CCCCCC(=O)OC(C)C